1,4-dichloro-6-methylphthalazine ClC1=NN=C(C2=CC(=CC=C12)C)Cl